aminopropanoic acid cyanomethyl ester C(#N)COC(C(C)N)=O